C(CCCCCCCCCCCCCCCCCCCCC)(=O)[O-] behenat